ClC=1C=C(C=CC1F)NC(=O)C=1N(C=C2C1CCC2NC(OC)=O)S(=O)(=O)C2=CC=C(C)C=C2 methyl 1-(3-chloro-4-fluorophenylcarbamoyl)-2-tosyl-2,4,5,6-tetrahydrocyclopenta[c]pyrrol-4-ylcarbamate